C1(CCCCC1)N(C(CC1(CCN(CC1)C(N(C1=CC=C(C=C1)F)CC)=O)C(=O)O)=O)C1=CC=CC=C1 4-(2-(cyclohexyl(phenyl)amino)-2-oxoethyl)-1-(ethyl(4-fluorophenyl)carbamoyl)piperidine-4-carboxylic acid